(S)-4-(1-(5-phenyl-1-(4-(trifluoromethyl)benzyl)-1H-indole-7-carboxamido)ethyl)benzoic acid C1(=CC=CC=C1)C=1C=C2C=CN(C2=C(C1)C(=O)N[C@@H](C)C1=CC=C(C(=O)O)C=C1)CC1=CC=C(C=C1)C(F)(F)F